NC1=C(C(=NC=2N1N=C(C2C)C)NCCC2=NC(=CC=C2)C(C)(C)O)C#N 7-amino-5-({2-[6-(2-hydroxypropan-2-yl)pyridin-2-yl]ethyl}amino)-2,3-dimethylpyrazolo[1,5-a]pyrimidine-6-carbonitrile